(1-(2-Bromophenyl)cyclopropyl)-5-(2-(dimethylamino)ethoxy)-2-methylbenzamide BrC1=C(C=CC=C1)C1(CC1)C=1C(=C(C(=O)N)C=C(C1)OCCN(C)C)C